3-hydroxy-4-[4-(2-nitroacetyl)pyrazol-1-yl]Benzonitrile OC=1C=C(C#N)C=CC1N1N=CC(=C1)C(C[N+](=O)[O-])=O